7-(3,4-dimethoxyphenyl)-N-(4-((4-methylpiperazin-1-yl)methyl)phenyl)pyrazolo[1,5-a]pyrimidine-2-carboxamide COC=1C=C(C=CC1OC)C1=CC=NC=2N1N=C(C2)C(=O)NC2=CC=C(C=C2)CN2CCN(CC2)C